FC1=CC(=C(C(=C1)C(C)C)C(C(=O)O)C)C(C)C 2-(4-fluoro-2,6-diisopropylphenyl)propionic acid